N1(CCCCC1)C1CCN(CC1)CCCN1CC=2C=CC=C(C2C1=O)C(=O)O 2-(3-[1,4']Bipiperidinyl-1'-yl-propyl)-3-oxo-2,3-dihydro-1H-isoindole-4-carboxylic acid